6-[1-(2-fluoro-6-methyl-phenyl)-piperidin-4-yl]-2-methyl-4-(2-trifluoromethyl-benzyl)-6,7-dihydro-4H-thiazolo[5,4-d]pyrimidin-5-one FC1=C(C(=CC=C1)C)N1CCC(CC1)N1C(N(C2=C(C1)N=C(S2)C)CC2=C(C=CC=C2)C(F)(F)F)=O